tert-butyl 6-(5-methyl-2-((5-(4-methylpiperazin-1-yl)-2-(trifluoromethoxy) phenyl) amino) pyrimidin-4-yl)-1-oxoisoindole-2-carboxylate CC=1C(=NC(=NC1)NC1=C(C=CC(=C1)N1CCN(CC1)C)OC(F)(F)F)C1=CC=C2CN(C(C2=C1)=O)C(=O)OC(C)(C)C